(3aS,5aS,8R,8aS,9R,10aS)-6-benzyl-9-(tert-butyl)-8,9-dihydroxytetrahydro-4H,9H-furo[3'',2'':2',3']cyclopenta[1',2':3,4]furo[2,3-b]pyrrole-2,4,7(3H,8H)-trione C(C1=CC=CC=C1)N1[C@@H]2[C@]3([C@H](C1=O)O)[C@]1(C(O2)=O)[C@H](C[C@@]3(O)C(C)(C)C)OC(C1)=O